ClC1=C(C=CC=C1)C=1C=C2CCC(C2=CC1)NC(O[C@@H]1CN2CCC1CC2)=O (S)-quinuclidin-3-yl (5-(2-chlorophenyl)-2,3-dihydro-1H-inden-1-yl)carbamate